NC1=C2C(=NC=N1)N(N=C2C=O)C(C)C=2C(=C(C(=C(C2)Cl)F)C2CN(C2)C(=O)OC(C)(C)C)OCC tert-Butyl 3-{3-[1-(4-amino-3-formyl-1H-pyrazolo[3,4-d]pyrimidin-1-yl)ethyl]-5-chloro-2-ethoxy-6-fluorophenyl}azetidine-1-carboxylate